5-(pyrazolo[1,5-a]pyridin-5-yl)-N-((1-(trifluoromethyl)cyclopropyl)methyl)-7H-pyrrolo[2,3-d]pyrimidin-2-amine N1=CC=C2N1C=CC(=C2)C2=CNC=1N=C(N=CC12)NCC1(CC1)C(F)(F)F